C(C(C)C)(=O)N1CCC(CC1)CN1C2=NC(=NC=C2N(C1=O)C)C1=C(C=CC=C1)C(C)C 9-((1-isobutyrylpiperidin-4-yl)methyl)-2-(2-isopropylphenyl)-7-methyl-7,9-dihydro-8H-purin-8-one